2-methyl-6-(trifluoromethyl)pyridin-3-yl-acetamide CC1=NC(=CC=C1CC(=O)N)C(F)(F)F